NC1=NC(=C(C(=N1)N[C@H](CCO)CCC)CC1=C(C=C(CN(CC(=O)OC(C)(C)C)CC(F)F)C=C1)OC)C (S)-tert-butyl 2-((4-((2-amino-4-(1-hydroxyhexan-3-ylamino)-6-methylpyrimidin-5-yl)methyl)-3-methoxybenzyl) (2,2-difluoroethyl)amino)acetate